(2S)-tert-butyl-2-(4,6-difluoroisochroman-1-yl)pyrrolidine-1-carboxylate C(C)(C)(C)OC(=O)N1[C@@H](CCC1)C1OCC(C2=CC(=CC=C12)F)F